tert-butyl (1-((3-(2-methyl-3-oxopropyl)phenyl)sulfonyl)piperidin-4-yl)carbamate hydrochloride Cl.CC(CC=1C=C(C=CC1)S(=O)(=O)N1CCC(CC1)NC(OC(C)(C)C)=O)C=O